3-bromo-2-iodo-7-nitrobenzo[b]thiophene BrC=1C2=C(SC1I)C(=CC=C2)[N+](=O)[O-]